5-amino-4-iodo-2-methyl-N-(1-(naphthalen-1-yl)cyclopropyl)benzamide NC=1C(=CC(=C(C(=O)NC2(CC2)C2=CC=CC3=CC=CC=C23)C1)C)I